C/C/1=C/2\\[C@@]([C@@H](C(=N2)/C=C\\3/C([C@@H](C(=N3)/C(=C\\4/[C@]([C@H]([C@@H]([N-]4)[C@]5([C@@]([C@@H](C1=N5)CCC(=O)N)(C)CC(=O)N)C)CC(=O)N)(C)CCC(=O)NC[C@@H](C)OP(=O)(O)O)/C)CCC(=O)N)(C)C)CCC(=O)N)(C)CC(=O)N.[CH2-][C@@H]1[C@H]([C@H]([C@@H](O1)N2C=NC3=C(N=CN=C32)N)O)O.[Co] The molecule is an O-phosphocorrinoid that is cobinamide phosphate having a 5'-adenosyl group attached to the central cobalt atom. It has a role as an Escherichia coli metabolite. It is an O-phosphocorrinoid and a member of adenosines. It derives from a cobinamide. It is a conjugate acid of an adenosylcobinamide phosphate(1-).